N[C@@]1(CN(C[C@H]1CCCB(O)O)S(NCCO)(=O)=O)C(=O)O |r| (rac)-trans-3-amino-4-(3-boronopropyl)-1-(N-(2-hydroxyethyl)sulfamoyl)pyrrolidine-3-carboxylic acid